1-(4-(7-(2-aminobenzo[d]thiazol-4-yl)-6-chloro-8-fluoro-2-(((S)-1-methylpyrrolidin-2-yl)methoxy)-quinazolin-4-yl)-1,4-diazocan-1-yl)prop-2-en-1-one NC=1SC2=C(N1)C(=CC=C2)C2=C(C=C1C(=NC(=NC1=C2F)OC[C@H]2N(CCC2)C)N2CCN(CCCC2)C(C=C)=O)Cl